5-((2-((4-((3-Chloro-4-(trifluoromethoxy)benzyl)amino)butyl)amino)ethyl)amino)benzo[c][2,6]naphthyridine-8-carboxamide ClC=1C=C(CNCCCCNCCNC2=NC3=C(C4=CN=CC=C24)C=CC(=C3)C(=O)N)C=CC1OC(F)(F)F